tert-butyl (7-(3-(benzyloxy)cyclobutyl)-5-(4,4,5,5-tetramethyl-1,3,2-dioxaborolan-2-yl)-7H-pyrrolo[2,3-d]pyrimidin-4-yl)(tert-butoxycarbonyl)carbamate C(C1=CC=CC=C1)OC1CC(C1)N1C=C(C2=C1N=CN=C2N(C(OC(C)(C)C)=O)C(=O)OC(C)(C)C)B2OC(C(O2)(C)C)(C)C